C(C)(C)(C)C1=NN(C(=C1)NC(=O)C1=CSC=2CN(CCC21)C(=O)C2=CN=C1N2C=CC=C1)CC(F)(F)F N-(3-(Tert-butyl)-1-(2,2,2-trifluoroethyl)-1H-pyrazol-5-yl)-6-(imidazo[1,2-a]pyridin-3-carbonyl)-4,5,6,7-tetrahydrothieno[2,3-c]pyridin-3-carboxamid